N-(3,4-Dichloro-1H-indol-7-yl)-1-(oxetan-3-yl)pyrazol-4-sulfonamid ClC1=CNC2=C(C=CC(=C12)Cl)NS(=O)(=O)C=1C=NN(C1)C1COC1